ClC1=CC=C(C=C1)C=1N=C2N(C=CC=C2)C1CN1CCN(CC1)C(=O)C1=CC(=CC=C1)OC(F)(F)F (4-{[2-(4-chlorophenyl)imidazo[1,2-a]pyridin-3-yl]methyl}piperazin-1-yl)[3-(trifluoromethoxy)phenyl]methanone